5-{5h,6h,7h,8h-imidazo[1,5-a]pyrazine-7-carbonyl}-6-methyl-N-(1-methylcyclopropyl)furo[2,3-d]pyrimidin-4-amine C=1N=CN2C1CN(CC2)C(=O)C2=C(OC=1N=CN=C(C12)NC1(CC1)C)C